methyl (5S,7S)-7-fluoro-3-oxo-2,5,6,7-tetrahydro-3H-pyrrolo[2,1-c][1,2,4]triazole-5-carboxylate F[C@H]1C[C@H](N2C1=NNC2=O)C(=O)OC